C(C)(=O)N1CCC2(N(C(CS2)=O)CC=2OC=CC2)CC1 8-acetyl-4-(furan-2-ylmethyl)-1-thia-4,8-diazaspiro[4.5]decan-3-one